3,3-difluoro-2-(2-((2-(isoquinolin-1-yl)propan-2-yl)amino)-2-oxoethyl)pyrrolidine-1-carboxylic acid tert-butyl ester C(C)(C)(C)OC(=O)N1C(C(CC1)(F)F)CC(=O)NC(C)(C)C1=NC=CC2=CC=CC=C12